ClC1=NC=2N(C(=C1)NCC1=NN(C=C1)C)N=CC2C(C)C 5-chloro-3-isopropyl-N-((1-methyl-1H-pyrazol-3-yl)methyl)pyrazolo[1,5-a]pyrimidin-7-amine